7-((3S)-3-(1-Isopropyl-3-(6-(trifluoromethyl)pyridin-2-yl)-1H-pyrazol-5-yl)cyclopentyl)-2-thia-7-azaspiro[3.5]nonane 2,2-dioxide C(C)(C)N1N=C(C=C1[C@@H]1CC(CC1)N1CCC2(CS(C2)(=O)=O)CC1)C1=NC(=CC=C1)C(F)(F)F